CCCCCCCCCCCCCCCCCC(=O)OC[C@H](COP(=O)([O-])OCC[N+](C)(C)C)OC(=O)CCC/C=C\C/C=C\CCCCCCCCCCC 1-octadecanoyl-2-(5Z,8Z-eicosadienoyl)-sn-glycero-3-phosphocholine